C(C)OC([C@@H](NC(CCCCCCCCCCC)=O)CCCNC(N)=N)=O ethyl-Nα-dodecanoyl-L-arginate